NCC1=CC(=C2N=CC(=NC2=C1)OC)C=1SC2=C(N1)C(=CC(=C2)OCCNS(=O)(=O)C2=CC=C(C=C2)F)C N-(2-((2-(7-(aminomethyl)-2-methoxyquinoxalin-5-yl)-4-methylbenzo[d]thiazol-6-yl)oxy)ethyl)-4-fluorobenzenesulfonamide